methyl 4-(((2S,6R)-2,6-dimethylmorpholino)methyl)benzoate C[C@@H]1O[C@@H](CN(C1)CC1=CC=C(C(=O)OC)C=C1)C